S1C(=NC2=C1C=CC=C2)NC(=O)C=2C=CC=C1CCN(CC21)C2=CC=C(C(=N2)C(=O)NS(=O)(=O)CCOCCOCC(=O)O)C=2C=NN(C2C)CC2CCCCC2 2-[2-[2-[[6-[8-(1,3-benzothiazol-2-ylcarbamoyl)-3,4-dihydro-1H-isoquinolin-2-yl]-3-[1-(cyclohexylmethyl)-5-methyl-pyrazol-4-yl]pyridine-2-carbonyl]sulfamoyl]ethoxy]ethoxy]acetic acid